N-(bis(4-methoxyphenyl)methyl)carboxamide COC1=CC=C(C=C1)C(NC=O)C1=CC=C(C=C1)OC